N1N=CC2=C(C=CC=C12)C(C#N)=C1CCN(CC1)C(=O)N1CCC(CC1)C(F)(F)F 2-(1H-indazol-4-yl)-2-(1-(4-(trifluoromethyl)piperidine-1-carbonyl)piperidin-4-ylidene)acetonitrile